7-[2-(4-benzo[d]isoxazol-3-yl-piperidin-1-yl)-ethyl]-2-methyl-6,7-dihydro-5H-imidazo[1,2-a]pyrazin-8-one O1N=C(C2=C1C=CC=C2)C2CCN(CC2)CCN2C(C=1N(CC2)C=C(N1)C)=O